FC1=CC=C(C=C1)N1CN(C(C2=CC=C(C=C12)C(F)(F)F)=O)C=1C(=NC(=CC1)OC)C 1-(4-fluorophenyl)-3-(6-methoxy-2-methylpyridin-3-yl)-7-(trifluoromethyl)-2,3-dihydroquinazolin-4(1H)-one